2-{[6-butyl-4-(4-cyanophenyl)quinolin-2-yl](methyl)quinolin-2-yl}acetic acid C(CCC)C=1C=C2C(=CC(=NC2=CC1)C1=C(C(=NC2=CC=CC=C12)CC(=O)O)C)C1=CC=C(C=C1)C#N